O=C1NC(CCC1N1C(C2=CC=C(C=C2C1)CN(C(OC(C)(C)C)=O)C)=O)=O tert-butyl ((2-(2,6-dioxopiperidin-3-yl)-1-oxoisoindolin-5-yl)methyl)(methyl)carbamate